(E)-N-(2-(2-((2,6-dimethylphenyl)imino)-9,10-dimethoxy-4-oxo-6,7-dihydro-2H-pyrimido[6,1-a]isoquinolin-3(4H)-yl)ethyl)-4-hydroxy-1-methyl-1H-1,2,3-triazole-5-carboxamide CC1=C(C(=CC=C1)C)\N=C/1\N(C(N2C(C3=CC(=C(C=C3CC2)OC)OC)=C1)=O)CCNC(=O)C1=C(N=NN1C)O